(S)-6-bromo-2-(2-methoxyvinyl)-3-(3-(5-methylpyridin-2-yloxy)pyrrolidin-1-yl)pyridine BrC1=CC=C(C(=N1)C=COC)N1C[C@H](CC1)OC1=NC=C(C=C1)C